5,5-difluoro-1-phenyl-3-(trifluoromethyl)-1,5,6,7-tetrahydro-4H-indol-4-one FC1(C(C=2C(=CN(C2CC1)C1=CC=CC=C1)C(F)(F)F)=O)F